C(C)(C)OC(=O)C1(CC(C1)=O)C(=O)OC(C)C 3-oxocyclobutane-1,1-dicarboxylic acid diisopropyl ester